FC1([C@@H](CN2C(N(C=C21)C2=NOC1=C2C(=CC=C1)C1=C(C=C(C=C1F)F)F)=O)NS(=O)(=O)C)F N-{(6R)-7,7-Difluoro-3-oxo-2-[4-(2,4,6-trifluorophenyl)-1,2-benzoxazol-3-yl]-2,5,6,7-tetrahydro-3H-pyrrolo[1,2-c]imidazol-6-yl}methanesulfonamide